Citrate Di-hydrate O.O.C(CC(O)(C(=O)O)CC(=O)O)(=O)O